1-((6-chloro-2-morpholinopyrimidin-4-yl)amino)propan-2-ol ClC1=CC(=NC(=N1)N1CCOCC1)NCC(C)O